2-bromo-8-methylimidazo[1,2-f]phenanthridine BrC=1N=C2N(C=3C=CC=C(C3C=3C=CC=CC23)C)C1